S(N)(OC[C@@H]1[C@H](C[C@@H](C1)NC1=NC=NC=C1C(=O)C=1SC(=C(C1)[C@H]1NCCC2=CC=C(C=C12)Cl)Cl)O)(=O)=O [(1R,2S,4R)-4-{[5-({5-chloro-4-[(1S)-7-chloro-1,2,3,4-tetrahydroisoquinolin-1-yl]-2-thienyl}carbonyl)pyrimidin-4-yl]amino}-2-hydroxycyclopentyl]methyl sulfamate